3-Cyclopropyl-1-((3,3-difluoro-1-methylcyclobutyl)methyl)-N-(3-(S-methylsulfonimidoyl)phenyl)-4-(trifluoromethyl)-1H-pyrazole-5-carboxamide C1(CC1)C1=NN(C(=C1C(F)(F)F)C(=O)NC1=CC(=CC=C1)S(=O)(=N)C)CC1(CC(C1)(F)F)C